6-(3-(2-hydroxyethoxy)-4-methoxyPhenyl)-5-methyl-2,3-diphenylpyrazolo[1,5-a]Pyrimidin-7(4H)-one OCCOC=1C=C(C=CC1OC)C1=C(NC=2N(C1=O)N=C(C2C2=CC=CC=C2)C2=CC=CC=C2)C